C(C)(C)(C)N1N=NN=C1C(N1CCN(CC1)C1=C(C=NC=C1Cl)Cl)C1=CC=NC=C1 1-((1-(tert-butyl)-1H-tetrazol-5-yl)(pyridin-4-yl)methyl)-4-(3,5-dichloropyridin-4-yl)piperazine